COC(COCCCOCCCCCOC=1C=C2[C@H](CCOC2=CC1)NC(=O)C=1C=C(C=CC1)NC1(CCN(CC1)C(=O)OC(C)(C)C)C1=NN=C(N1)C1=CC=NC=C1)=O (S)-tert-butyl 4-(3-(6-(5-(3-(2-methoxy-2-oxoethoxy)propoxy)pentyloxy)chroman-4-ylcarbamoyl)phenylamino)-4-(5-(pyridin-4-yl)-4H-1,2,4-triazol-3-yl)piperidine-1-carboxylate